C1(=CC=CC=C1)C1=NC(=C2N=C(NC2=N1)C1=C(C=CC=C1)C1=CC=CC=C1)C1=CC=CC=C1 2,6-Diphenyl-8-(2-phenylphenyl)-9H-purin